O1C2=C(OCC1)C(=CC=C2)SC2=CN=C1C(=N2)NC(=N1)N1CCC2(CC1)[C@@H](C1=CC=CC=C1C2)N (S)-1'-(6-((2,3-dihydrobenzo[b][1,4]dioxin-5-yl)thio)-1H-imidazo[4,5-b]pyrazin-2-yl)-1,3-dihydrospiro[indene-2,4'-piperidin]-1-amine